C(C)(=O)NC=1C=C(C=CC1)NC(=O)C1=NN2C(N=C(C=C2C=2C=NNC2)N2CC3=CC=CC=C3C2)=C1C1CC1 N-(3-acetamidophenyl)-3-cyclopropyl-5-(isoindolin-2-yl)-7-(1H-pyrazol-4-yl)pyrazolo[1,5-a]pyrimidine-2-carboxamide